Lauroyl-Lysin C(CCCCCCCCCCC)(=O)N[C@@H](CCCCN)C(=O)O